2-fluoro-4-((trimethylsilyl)ethynyl)benzene FC1=CC=CC(=C1)C#C[Si](C)(C)C